methyl 2-(6-bromo-2-methylimidazo[4,5-b]pyridin-1-yl)acetate BrC=1C=C2C(=NC1)N=C(N2CC(=O)OC)C